((5-ethylpiperidin-3-yl)imino)dimethyl-lambda6-Sulfanone C(C)C1CC(CNC1)N=S(=O)(C)C